C(C)OC(CC1CN(CC1)C=1C(=NC(=CC1)C=1N=NN(C1COS(=O)(=O)C)C)C)=O.ClCCNS(=O)(=O)C1=CC=CC=C1 N-(2-chloroethyl)benzenesulfonamide ethyl-2-(1-(2-methyl-6-(1-methyl-5-(((methylsulfonyl)oxy)methyl)-1H-1,2,3-triazol-4-yl)pyridin-3-yl)pyrrolidin-3-yl)acetate